C(C)(C)(C)C1=CC=C(CN2N=C(N(C2=O)CC)CCCC=2C=C(C=CC2)C2=CC(=C(C=C2)OC(C)C)CC(=O)O)C=C1 2-(3'-(3-(1-(4-(tert-butyl)benzyl)-4-ethyl-5-oxo-4,5-dihydro-1H-1,2,4-triazol-3-yl)propyl)-4-isopropoxy-[1,1'-biphenyl]-3-yl)acetic acid